(R)-8-(2-(dimethylamino)-2-methylpropanoyl)-3-(2-(4-(4-fluorophenyl)piperazin-1-yl)ethyl)-2-oxa-8-azaspiro[4.5]decan-1-one CN(C(C(=O)N1CCC2(C[C@@H](OC2=O)CCN2CCN(CC2)C2=CC=C(C=C2)F)CC1)(C)C)C